5-bromo-2-[(4-methoxyphenyl)methyl]-2,3-dihydro-1λ6,2-benzothiazole-1,1-dione BrC=1C=CC2=C(CN(S2(=O)=O)CC2=CC=C(C=C2)OC)C1